ClC=1C(=CC2=C(N(C(O2)=O)CCC(=O)O)C1)O[C@H](C)C=1N=NC=CC1 (R)-3-(5-chloro-2-oxo-6-(1-(pyridazin-3-yl)ethoxy)benzo[d]oxazol-3(2H)-yl)propanoic acid